4-methanesulfonyl-benzoyl-formic acid CS(=O)(=O)C1=CC=C(C(=O)C(=O)O)C=C1